1-(4-(5-chloro-6-(3-hydroxy-1-naphthyl)[1,2]thiazolo[3,4-b]pyridin-3-yl)-1-piperazinyl)-2-propen-1-one ClC1=CC=2C(N=C1C1=CC(=CC3=CC=CC=C13)O)=NSC2N2CCN(CC2)C(C=C)=O